BrC=1C(=C(C=CC1)O)OC 3-bromo-2-methoxyphenol